CN(CC(=O)NC1=CC(=C(C(=C1)C)OC1=CC(=CC(=C1)NS(=O)(=O)CC)C=1C(=NOC1C)C)C)C 2-(Dimethylamino)-N-(4-(3-(3,5-dimethylisoxazol-4-yl)-5-(ethylsulfonamido)phenoxy)-3,5-dimethylphenyl)acetamide